CN(C1CCC(CC1)NC1=C2C=CN(C2=CC=C1)CC(F)(F)F)C 4-(((1S,4S)-4-(dimethylamino)cyclohexyl)amino)-1-(2,2,2-trifluoroethyl)-1H-indol